CC1=C(C(=NO1)C=1C=NC(=CC1)C)COC=1C=C2CCN(CC2=CN1)C1COC1 6-{[5-Methyl-3-(6-methylpyridin-3-yl)-1,2-oxazol-4-yl]methoxy}-2-(oxetan-3-yl)-1,2,3,4-tetrahydro-2,7-naphthyridine